FC=1C=C(C=CC1C[C@@H]1[C@H](CCC1)O)[C@@H](C(=O)O)C (S)-2-(3-fluoro-4-(((1R,2S)-2-hydroxycyclopentyl)methyl)phenyl)propanoic acid